ethyl 8-chloro-5-hydroxyimidazo[1,2-a]quinoline-4-carboxylate ClC1=CC=C2C(=C(C=3N(C2=C1)C=CN3)C(=O)OCC)O